sodium 5-ethoxynaphthalene-1-sulfonate C(C)OC1=C2C=CC=C(C2=CC=C1)S(=O)(=O)[O-].[Na+]